BrC1=CC2=C(N(C(S2)=O)CCOC)C=C1OC 6-Bromo-5-methoxy-3-(2-methoxyethyl)benzo[d]thiazol-2(3H)-one